ClC1=C(C=C(C=C1)NC(=O)[C@@H]1C([C@H]1C1=CC(=CC(=C1)Cl)Cl)(Cl)Cl)NC(C1=CC=C(C=C1)[N+](=O)[O-])=O |r| trans-rac-N-(2-Chloro-5-(2,2-dichloro-3-(3,5-dichlorophenyl)cyclopropane-1-carboxamido)phenyl)-4-nitrobenzamide